CN1N=C(C(=N1)C=1C=C(C=CC1)NC1=NC(=NC(=C1)C1=NC=CN=C1)[C@@H]1CC[C@@H](N(C1)C(C)=O)C)C 1-((2S,5R)-5-(4-((3-(2,5-di-methyl-2H-1,2,3-triazol-4-yl)phenyl)amino)-6-(pyrazin-2-yl)pyrimidin-2-yl)-2-methylpiperidin-1-yl)ethan-1-one